ClC=1C=2N(C(=CC1)C#N)N=CC2F 4-chloro-3-fluoro-pyrazolo[1,5-a]pyridine-7-carbonitrile